F[C@H]1[C@H](C1)C(=O)NC=1C=CC(=NC1)C=1N=NN(C1NC(O[C@H](C)C=1C(=NC=CC1)Cl)=O)C (R)-1-(2-chloropyridin-3-yl)ethyl (4-(5-((1R,2R)-2-fluorocyclopropane-1-carboxamido)pyridin-2-yl)-1-methyl-1H-1,2,3-triazol-5-yl)carbamate